tert-Butyl 5-((3-benzoyl-1-(2-(ethoxycarbonyl)-1H-pyrrol-3-yl)thioureido)methyl)isoindoline-2-carboxylate C(C1=CC=CC=C1)(=O)NC(N(C1=C(NC=C1)C(=O)OCC)CC=1C=C2CN(CC2=CC1)C(=O)OC(C)(C)C)=S